(isopropenylbenzyl)glycidyl ether C(=C)(C)C(C1=CC=CC=C1)OCC1CO1